3-(2-amino-1-(3-chlorophenyl)ethyl)-7-(5-methyl-1H-pyrazol-4-yl)quinazolin-4(3H)-one NCC(C1=CC(=CC=C1)Cl)N1C=NC2=CC(=CC=C2C1=O)C=1C=NNC1C